6-chloro-2-cyclopropyl-7-fluoro-1-(1-propyl-1H-pyrazol-4-yl)-1H-indol-3-yl(thio)benzoic acid ClC1=CC=C2C(=C(N(C2=C1F)C=1C=NN(C1)CCC)C1CC1)SC1=C(C(=O)O)C=CC=C1